4-((4-Amino-2-(ethoxymethyl)-1H-imidazo[4,5-c]quinolin-9-yl)oxy)-2-methyl-2-butanol NC1=NC=2C=CC=C(C2C2=C1N=C(N2)COCC)OCCC(C)(O)C